NC=1N=C(C2=C(N1)C=CN2CC2=CC=C(C(=O)OC)C=C2)NOCCCC Methyl 4-{[2-amino-4-(butoxyamino)-5H-pyrrolo[3,2-d]pyrimidin-5-yl]methyl}benzoate